F[C@H](CNC(=O)[C@]1([C@@H](CC[C@H](C1)C)C(C)C)O)C1=CC=CC=C1 (1S,2S,5r)-N-((2S)-2-fluoro-2-phenylethyl)-1-hydroxy-2-isopropyl-5-methylcyclohexane-1-carboxamide